O[C@H]1CC(O[C@@H]([C@H](/C=C/[C@@H]([C@](CC1)(C)O)O)C)/C(=C/I)/C)=O (4R,7R,8S,11S,12S,E)-4,7,8-Trihydroxyl-12-((E)-1-iodoprop-1-en-2-yl)-7,11-Dimethyloxacyclododecan-9-en-2-one